1-hexyl-2,3-dimethyl-imidazole bromide [Br-].C(CCCCC)N1C(N(C=C1)C)C